N-(3-(1H-imidazol-1-yl)propyl)-2-(5-(2,4-dichlorophenyl)thiophen-2-yl)acetamide N1(C=NC=C1)CCCNC(CC=1SC(=CC1)C1=C(C=C(C=C1)Cl)Cl)=O